ClC=1C=CC(=C(C1)C1=CC(N(C=C1OC)[C@H](C(=O)NC1=CC=C(C=C1)P(=O)(C)C)CC1=CC=CC=C1)=O)N1N=NC(=C1)Cl (S)-2-(4-(5-chloro-2-(4-chloro-1H-1,2,3-triazol-1-yl)phenyl)-5-methoxy-2-oxopyridin-1(2H)-yl)-N-(4-(dimethylphosphoryl)phenyl)-3-phenylpropanamide